tert-butyl (4-amino-3-methyl-5-(morpholine-4-carbonyl)benzyl)carbamate NC1=C(C=C(CNC(OC(C)(C)C)=O)C=C1C(=O)N1CCOCC1)C